3,5-bis(hydroxymethyl)benzyl 4,4-bis(octyloxy)butanoate C(CCCCCCC)OC(CCC(=O)OCC1=CC(=CC(=C1)CO)CO)OCCCCCCCC